4H-pyrimido[1,2-a][1,3,5]triazin-6-ol N1=C2N(CN=C1)C(=CC=N2)O